2,3-dihydro-1-oxo-1H-indene-5-carboxylic acid O=C1CCC2=CC(=CC=C12)C(=O)O